2-(2,6-dioxopiperidin-3-yl)-5-(4-((S)-pyrrolidin-3-yloxy)piperidin-1-yl)isoindoline-1,3-dione O=C1NC(CCC1N1C(C2=CC=C(C=C2C1=O)N1CCC(CC1)O[C@@H]1CNCC1)=O)=O